Cl.NC(COCCNC(C1=C(C=C(C=C1)NC=1C=2N(C=CN1)C(=CN2)C=2C(=NNC2)C(F)(F)F)CC)=O)(C)C N-[2-(2-amino-2-methylpropoxy)ethyl]-2-ethyl-4-[[3-[3-(trifluoromethyl)-1H-pyrazol-4-yl]imidazo[1,2-a]pyrazin-8-yl]amino]benzamide hydrochloride